ClC=1C=CC(=C(C1)C1=CC(N(C=C1OC)C(C(=O)NC=1C=C2C=CC(=NC2=CC1)C)CC)=O)N1N=NC(=C1)C(F)F 2-[4-{5-chloro-2-[4-(difluoromethyl)-1H-1,2,3-triazol-1-yl]phenyl}-5-methoxy-2-oxopyridin-1(2H)-yl]-N-(2-methylquinolin-6-yl)butanamide